3-(4-(ethylsulfonamido)phenyl)-5-((5-fluoro-2-methylpyridin-4-yl)amino)-1H-pyrazole-4-carboxamide C(C)S(=O)(=O)NC1=CC=C(C=C1)C1=NNC(=C1C(=O)N)NC1=CC(=NC=C1F)C